4-methylphenyl-(4-methylphenyl)phosphinic acid CC1=CC=C(C=C1)P(O)(=O)C1=CC=C(C=C1)C